O1C(C1)COC(=O)C=1C(=CC(=CC1)C(=O)OCC1OC1)C(=O)OCC1OC1 1,2,4-benzenetricarboxylic acid tri(oxiranylmethyl) ester